1,4-dibromomethyl-benzene BrCC1=CC=C(C=C1)CBr